6-(7,8-dimethyl-[1,2,4]triazolo[4,3-b]pyridazin-6-yl)-N-(2-thienylmethyl)-7,8-dihydro-5H-1,6-naphthyridine-3-carboxamide CC1=C(C=2N(N=C1N1CC=3C=C(C=NC3CC1)C(=O)NCC=1SC=CC1)C=NN2)C